2-methoxy-4-propyl-phenol COC1=C(C=CC(=C1)CCC)O